O=C1NC(CCC1NC1=CC(=C(C=C1)N1CCC(CC1)N1CCC(CC1)CC(=O)OC(C)(C)C)F)=O tert-butyl 2-(1'-(4-((2,6-dioxopiperidin-3-yl)amino)-2-fluorophenyl)-[1,4'-bipiperidin]-4-yl)acetate